6-phenyl-2,8-bis(phenylmethyl)-imidazo[1,2-a]pyrazin-3(7H)-one C1(=CC=CC=C1)C=1NC(=C2N(C1)C(C(=N2)CC2=CC=CC=C2)=O)CC2=CC=CC=C2